(S)-6-(4-ethyl-3-(hydroxymethyl)-5-oxo-4,5-dihydro-1H-1,2,4-triazol-1-yl)-5-fluoro-N-(2-methoxy-5-methylpyridin-4-yl)-2-((1,1,1-trifluoropropan-2-yl)oxy)nicotinamide C(C)N1C(=NN(C1=O)C1=NC(=C(C(=O)NC2=CC(=NC=C2C)OC)C=C1F)O[C@H](C(F)(F)F)C)CO